ClC=1C=C2C(=C3C1NC(NC31CCCCC1)=O)OC(=N2)CN2CC(CC2)CO 5-chloro-2-{[3-(hydroxymethyl)pyrrolidin-1-yl]methyl}-7,8-dihydro-6H-spiro[[1,3]oxazolo[5,4-f]quinazoline-9,1'-cyclohexane]-7-one